C(=O)C1CC[C@H]2CN(C[C@H]21)C(=O)OC(C)(C)C tert-butyl (3aR,6aR)-4-formyl-3,3a,4,5,6,6a-hexahydro-1H-cyclopenta[c]pyrrole-2-carboxylate